COC1=CC=C(C=C1)C=1C=C(C=C2C=CC(OC12)(C)C)/C=C/C(=O)NC1=CC=C(C=C1)O (E)-3-[8-(4-methoxyphenyl)-2,2-dimethyl-2H-chromen-6-yl]-N-(4-hydroxyphenyl)acrylamide